CC1(CCC[C@@]2(C=3CC[C@@]4([C@H](CC[C@]4(C3CC[C@H]12)C)[C@H](C)CCC=C(C)C)C)C)C (3S,5R,10S,13R,14R,17R)-4,4,10,13,14-pentamethyl-17-((R)-6-methylhept-5-en-2-yl)-2,3,4,5,6,7,10,11,12,13,14,15,16,17-tetradecahydro-1H-cyclopenta[a]phenanthrene